tert-butyl 3-cyclopropyl-5-(4,4,5,5-tetramethyl-1,3,2-dioxaborolan-2-yl)indazole-1-carboxylate C1(CC1)C1=NN(C2=CC=C(C=C12)B1OC(C(O1)(C)C)(C)C)C(=O)OC(C)(C)C